4-[(1-methylpyrrolidin-3-yl)amino]-1-(2,2,2-trifluoroethyl)-1H-indol CN1CC(CC1)NC1=C2C=CN(C2=CC=C1)CC(F)(F)F